CN(CCCNC(CC=1C=C(C=C(C1)C(=O)OC)C(=O)OC)=O)C dimethyl 5-[2-[3-(dimethylamino)propylamino]-2-oxo-ethyl]benzene-1,3-dicarboxylate